3-chloro-5-fluoro-N-[3-[(1R)-2-(4-fluoroanilino)-1-methyl-2-oxo-ethyl]-1-bicyclo[1.1.1]pentanyl]benzamide ClC=1C=C(C(=O)NC23CC(C2)(C3)[C@H](C(=O)NC3=CC=C(C=C3)F)C)C=C(C1)F